(S)-4-N-t-butyloxycarbonyl-2-methylpiperazine C(C)(C)(C)OC(=O)N1C[C@@H](NCC1)C